O=C1N(CC2=CC(=CC=C12)OC1CCN(CC1)C(=O)C1CCNCC1)C1C(NC(CC1)=O)=O 3-(1-oxo-5-((1-(piperidine-4-carbonyl)piperidin-4-yl)oxy)isoindolin-2-yl)piperidine-2,6-dione